pyrimidine-6-carboxylic acid N1=CN=CC=C1C(=O)O